CN(C(=O)[C@H]1N(S(NC1)(=O)=O)C1=NC(=CC(=C1)C(F)(F)F)C)C=1C=C(C=CC1)C (3S)-N-methyl-2-[6-methyl-4-(trifluoromethyl)-2-pyridyl]-N-(m-tolyl)-1,1-dioxo-1,2,5-thiadiazolidine-3-carboxamide